FC1=CC=C(C=C1)C=1C=NN2C1N=C(NC2=O)S 8-(4-fluorophenyl)-2-sulfanyl-3H-pyrazolo[1,5-a][1,3,5]triazin-4-one